6-(2-isopropylphenyl)-3-(4-(1-methyl-4-(trifluoromethyl)-1H-imidazol-2-yl)benzyl)-[1,2,4]triazolo[3,4-c][1,2,4]triazine C(C)(C)C1=C(C=CC=C1)C1=CN2C(N=N1)=NN=C2CC2=CC=C(C=C2)C=2N(C=C(N2)C(F)(F)F)C